OC1=C(C=C(C=C1)C1OC2=C(OC1CO)C=CC(=C2)/C=C/C(=O)C2=C(C=CC=C2)O)OC (E)-3-[3-(4-Hydroxy-3-methoxyphenyl)-2-(hydroxymethyl)-2,3-dihydro-1,4-benzodioxin-6-yl]-1-(2-hydroxyphenyl)prop-2-en-1-one